The molecule is an unsaturated fatty acyl-CoA that results from the formal condensation of the thiol group of coenzyme A with the carboxy group of (3R,8Z,11Z,14Z,17Z,20Z,23Z)-hydroxyhexacosahexaenoic acid. It is a (R)-3-hydroxyacyl-CoA, a 3-hydroxy fatty acyl-CoA, an unsaturated fatty acyl-CoA and a very long-chain fatty acyl-CoA. It is a conjugate acid of a (3R,8Z,11Z,14Z,17Z,20Z,23Z)-hydroxyhexacosahexaenoyl-CoA(4-). CC/C=C\\C/C=C\\C/C=C\\C/C=C\\C/C=C\\C/C=C\\CCCC[C@H](CC(=O)SCCNC(=O)CCNC(=O)[C@@H](C(C)(C)COP(=O)(O)OP(=O)(O)OC[C@@H]1[C@H]([C@H]([C@@H](O1)N2C=NC3=C(N=CN=C32)N)O)OP(=O)(O)O)O)O